CN(C1(CCC2(CN(C(N2)=O)C2=CC3=C(NC(=N3)N(C)CCO)C=C2)CC1)C1=CC=CC=C1)C cis-8-dimethylamino-3-[2-[(2-hydroxy-ethyl)-methyl-amino]-1H-benzimidazol-5-yl]-8-phenyl-1,3-diazaspiro[4.5]decan-2-one